ethyl alpha-hydroxypalmitate OC(C(=O)OCC)CCCCCCCCCCCCCC